COC(=O)C1CCN(CC1)C=1N=C(C2=C(N1)CN(CC2)C(=O)C2(CC2)C(F)(F)F)C2=CNC1=CC=CC=C21 (4-(1H-indol-3-yl)-7-(1-(trifluoromethyl)cyclopropane-1-carbonyl)-5,6,7,8-tetrahydropyrido[3,4-d]pyrimidin-2-yl)piperidine-4-carboxylic acid methyl ester